1-(5-(((2S,4R)-2-methyl-1-(1-methylpiperidine-4-carbonyl)piperidin-4-yl)methyl)pyrazolo[1,5-a]pyridin-3-yl)dihydropyrimidine-2,4(1H,3H)-dione C[C@@H]1N(CC[C@H](C1)CC1=CC=2N(C=C1)N=CC2N2C(NC(CC2)=O)=O)C(=O)C2CCN(CC2)C